C(C1=CC=CC=C1)N1CCC=2C(=C(C(=NC2C1)N1CC2(CN(C2)C(=O)OC(C)(C)C)CC1)C)C=1C(=CC=C2C=NN(C12)C)C tert-butyl 6-(7-benzyl-4-(1,6-dimethyl-1H-indazol-7-yl)-3-methyl-5,6,7,8-tetrahydro-1,7-naphthyridin-2-yl)-2,6-diazaspiro[3.4]octane-2-carboxylate